CN1N=C(C(=C1)CC)C 2-Methyl-4-ethyl-5-methylpyrazole